(R)-5-(8-methoxy-[1,2,4]triazolo[1,5-a]pyridin-6-yl)-6-methyl-1-(1-neopentylpiperidin-3-yl)-1,3-dihydro-2H-benzo[d]imidazol-2-one COC=1C=2N(C=C(C1)C1=CC3=C(N(C(N3)=O)[C@H]3CN(CCC3)CC(C)(C)C)C=C1C)N=CN2